(E)-6-bromo-3-hexene BrCC/C=C/CC